C(CCCC)OC(CCC(=O)OCCCCCCCC(CCCCCCCOC(CCC(OCCCCC)OCCCCC)=O)N([S@](=O)CCCCCCCC)CC1CCN(CC1)C)OCCCCC [15-(4,4-dipentoxybutanoyloxy)-8-[(1-methyl-4-piperidyl)methyl-[(R)-octylsulfinyl]amino]pentadecyl] 4,4-dipentoxybutanoate